1-[5-[5-[(1R)-1-(3,5-dichloro-4-pyridinyl)ethoxy]-1-tetrahydropyran-2-yl-indazol-3-yl]-3-fluoro-2-pyridinyl]-3-tetrahydropyran-4-yl-azetidin-3-amine ClC=1C=NC=C(C1[C@@H](C)OC=1C=C2C(=NN(C2=CC1)C1OCCCC1)C=1C=C(C(=NC1)N1CC(C1)(N)C1CCOCC1)F)Cl